ClCCCCCCOCCOCCOCCOCCO 18-Chloro-3,6,9,12-tetraoxaoctadecan-1-ol